5-(4-chlorophenyl)-2,3-dimethyl-3-(pyridin-3-yl)isoxazoline ClC1=CC=C(C=C1)C1CC(N(O1)C)(C=1C=NC=CC1)C